((2-chloro-4-((R)-3-methylmorpholino)thieno[3,2-d]pyrimidine-7-yl)carbamoyl)-4-fluoropyrrolidine-1-carboxylic acid tert-butyl ester C(C)(C)(C)OC(=O)N1C(CC(C1)F)C(NC1=CSC2=C1N=C(N=C2N2[C@@H](COCC2)C)Cl)=O